4-amino-N-methyl-N-(1-(2-methylbenzo[d]thiazol-5-yl)ethyl)imidazo[1,5-a]quinoxaline-8-carboxamide NC=1C=2N(C3=CC(=CC=C3N1)C(=O)N(C(C)C=1C=CC3=C(N=C(S3)C)C1)C)C=NC2